3,5-bis-trifluoromethylaniline FC(C=1C=C(N)C=C(C1)C(F)(F)F)(F)F